6,6-dimethyl-5-((3S,8aS)-3-methyl-octahydropyrrolo[1,2-a]pyrazine-2-carbonyl)-1,4,5,6-tetrahydropyrrolo[3,4-c]pyrazol CC1(N(CC2=C1NN=C2)C(=O)N2C[C@H]1N(C[C@@H]2C)CCC1)C